C(C)OCC(C(C)C)N1N=CC(=C1)NC1=NC=CC(=N1)C1=CC=C(C=C1)N1C(NCC1)=O 1-(4-(2-((1-(1-ethoxy-3-methylbutan-2-yl)-1H-pyrazol-4-yl)amino)pyrimidin-4-yl)phenyl)imidazolidin-2-one